C(C)(C)(C)OC(=O)N1CC2COCC(C1)N2C([C@H](CNC(C)C)C2=CC=C(C=C2)Cl)=O 9-((S)-3-(isopropylamino)-2-(4-chlorophenyl)propanoyl)-3-oxa-7,9-diazabicyclo[3.3.1]nonane-7-carboxylic acid tert-butyl ester